N1[C@H](CC1)CN1C(NC2=NC=C(C=C21)C2=CC(=CC=C2)C(F)(F)F)=O |r| (R/S)-1-(Azetidin-2-ylmethyl)-6-[3-(trifluoromethyl)-phenyl]-3H-imidazo[4,5-b]pyridin-2-on